C(C)(C)(C)OC(=O)N1C(CCCC1)C=1C(=C2CN(C(C2=CC1)=O)C1C(NC(CC1)=O)=O)F [2-(2,6-dioxo-3-piperidinyl)-4-fluoro-1-oxo-isoindolin-5-yl]piperidine-1-carboxylic acid tert-butyl ester